Cl.CN[C@@H]([C@@H](OC)C)C(=O)OCC1=CC(=NC(=C1)Cl)Cl (2,6-Dichloropyridin-4-yl)methyl N,O-dimethyl-L-allothreoninate hydrochloride